(E)-4-(2,6,6-trimethyl-1-cyclohex-2-enyl)but-3-en-one [7,7-dimethyl-8-(1-octylnonoxy)-8-oxo-octyl](2S)-1-(5,5-dimethyl-6-oxo-6-undecoxy-hexyl)-4-hydroxy-pyrrolidine-2-carboxylate CC(CCCCCCOC(=O)[C@H]1N(CC(C1)O)CCCCC(C(OCCCCCCCCCCC)=O)(C)C)(C(=O)OC(CCCCCCCC)CCCCCCCC)C.CC=1C(C(CCC1)(C)C)/C=C/C(C)=O